3-amino-4-oxobutyric acid NC(CC(=O)O)C=O